C1(CCC(C2CCCCC12)C(=O)O)C(=O)O decalin-1,4-dicarboxylic acid